COC1=C(C(=CC(=C1)C1=CN(C(C(=C1C)C)=O)C)OC)CN1CC(C(CC1)N1CCN(CC1)C1=C(C=C(NC2C(NC(CC2)=O)=O)C=C1)F)(F)F 3-[4-[4-[1-[[2,6-dimethoxy-4-(1,4,5-trimethyl-6-oxo-3-pyridinyl)phenyl]methyl]-3,3-difluoro-4-piperidinyl]piperazin-1-yl]-3-fluoro-anilino]piperidine-2,6-dione